1-(1-acetylpyrrolidin-3-yl)-N-(5-(1-(4-ethylphenyl)-1H-pyrazol-4-yl)-1H-indol-3-yl)methanesulfonamide C(C)(=O)N1CC(CC1)CS(=O)(=O)NC1=CNC2=CC=C(C=C12)C=1C=NN(C1)C1=CC=C(C=C1)CC